C(C)(C)C1=NC=CC(=C1N1C(N=CC2=C1N=CC=C2)=O)C (2-isopropyl-4-methylpyridin-3-yl)pyrido[2,3-d]pyrimidin-2(1H)-one